ClC1=C(C=2N=C(N=C(C2C=N1)N1CCOC[C@H](C1)O)OC[C@H]1N(CCC1)C)F (S)-4-(7-Chloro-8-fluoro-2-(((S)-1-methylpyrrolidin-2-yl)methoxy)pyrido[4,3-d]pyrimidin-4-yl)-1,4-oxazepan-6-ol